N-[6-(cyclopropylmethoxy)-5-(2-methyl-1-oxoisoquinolin-4-yl)pyridin-3-yl]ethanesulfonamide C1(CC1)COC1=C(C=C(C=N1)NS(=O)(=O)CC)C1=CN(C(C2=CC=CC=C12)=O)C